FC1(CCC(CC1)(C)C1=C(C=C(C=N1)C(=O)N(C)OC)F)F 6-(4,4-difluoro-1-methylcyclohexyl)-5-fluoro-N-methoxy-N-methylpyridine-3-carboxamide